Ethyl 4-((3-(N-(3,5-Difluorophenyl)Methylsulfonamido)Azetidin-1-Yl)(Phenyl)Methyl)Benzoate FC=1C=C(C=C(C1)F)N(S(=O)(=O)C)C1CN(C1)C(C1=CC=C(C(=O)OCC)C=C1)C1=CC=CC=C1